2,6-Difluoro-3-(1-methyl-6-(piperidin-2-yl)-1H-pyrazolo[3,4-d]pyrimidin-3-yl)-5-(trifluoromethyl)phenol FC1=C(C(=C(C=C1C1=NN(C2=NC(=NC=C21)C2NCCCC2)C)C(F)(F)F)F)O